Tris(2,3,5,6-tetrafluoro-4-(trifluoromethyl)phenyl)borane FC1=C(C(=C(C(=C1F)C(F)(F)F)F)F)B(C1=C(C(=C(C(=C1F)F)C(F)(F)F)F)F)C1=C(C(=C(C(=C1F)F)C(F)(F)F)F)F